N-ethoxy-4-((2-methoxy-3-(5-methylpyrazin-2-yl)phenyl)amino)nicotinamide C(C)ONC(C1=CN=CC=C1NC1=C(C(=CC=C1)C1=NC=C(N=C1)C)OC)=O